C(C)(C)(C)SC=1C=CC2=C(NC=N2)C1 6-(tert-Butylthio)-1H-benzo[d]imidazole